C1(CCCCC1)C=1SC(=C(N1)C1=CC=CC=C1)OC1=CC(=NC=C1)NC1=NC=C(C(=O)NC)C=C1 6-((4-((2-Cyclohexyl-4-phenylthiazol-5-yl)oxy)pyridin-2-yl)amino)-N-methylnicotinamide